ClC=1C=C(C=CC1Cl)C1CCCC2=CC=CC=C12 4-(3,4-dichlorophenyl)-1,2,3,4-tetrahydronaphthalene